4-(2,4-dichlorophenyl)-2-ethyl-oxazoleN ClC1=C(C=CC(=C1)Cl)C1=CN(OC1)CC